methyl 2-[6-[3-(6-methyl-2-pyridyl)-1H-pyrazol-4-yl]-1,5-naphthyridin-3-yl]oxazole-4-carboxylate CC1=CC=CC(=N1)C1=NNC=C1C=1N=C2C=C(C=NC2=CC1)C=1OC=C(N1)C(=O)OC